FC1(CCN(CC1)[C@@H]1C[C@H](N(C1)C(=O)OCC1C2=CC=CC=C2C=2C=CC=CC12)C(=O)O)F (2S,4R)-4-(4,4-difluoropiperidin-1-yl)-1-(9H-fluoren-9-ylmethoxycarbonyl)pyrrolidin-2-carboxylic acid